ClC1=C(C=CC=C1)S(=O)(=O)NC1=NC(=C(C=C1)C=1C=C2C=NC(=NC2=C(C1)CC)N[C@@H]1[C@H](C[C@H](CC1)N(C)C)F)C 2-chloro-N-(5-(2-(((1S,2S,4S)-4-(dimethylamino)-2-fluorocyclohexyl)amino)-8-ethylquinazolin-6-yl)-6-methylpyridin-2-yl)benzenesulfonamide